C(CCC)N(S(=O)(=O)C(C(C(C(C(C(C(F)(F)F)(F)F)(F)F)(F)F)(F)F)(F)F)(F)F)CCCCO N-butyl-N-(4-hydroxybutyl)perfluoroheptyl-sulfonamide